3-(4-Cyano-5-fluoropyridin-2-yl)-1-(2-methoxypyrimidin-5-yl)-1-((5-(trifluoromethyl)-1H-pyrazol-3-yl)methyl)urea C(#N)C1=CC(=NC=C1F)NC(N(CC1=NNC(=C1)C(F)(F)F)C=1C=NC(=NC1)OC)=O